6-(7-methyl-[1,2,4]triazolo[4,3-b]pyridazin-6-yl)-N-(3-methylpyridin-4-yl)-5,6,7,8-tetrahydro-1,6-naphthyridin-3-amine CC1=CC=2N(N=C1N1CC=3C=C(C=NC3CC1)NC1=C(C=NC=C1)C)C=NN2